N-(2-amino-4-((4-(trifluoromethyl)benzyl)amino)phenyl)nonanamide NC1=C(C=CC(=C1)NCC1=CC=C(C=C1)C(F)(F)F)NC(CCCCCCCC)=O